C(C)(C)(C)OC(=O)NCCCCN(C(CCC(=O)OC1CCC2C3CCC4CCCC4C3CC=C2C1)=O)CCCNC(=O)OC(C)(C)C 2,3,4,7,8,9,10,11,12,13,14,15,16,17-tetradecahydro-1H-cyclopenta[a]phenanthren-3-yl 4-((4-((tert-butoxycarbonyl)amino)butyl)(3-((tert-butoxycarbonyl)amino)propyl)amino)-4-oxobutanoate